FC=1C=C(C=CC1F)S(=O)(=O)NC1=CC=C(C=C1)C1=C2N=CNC2=NC(=N1)NC(=O)C1CC1 N-(6-(4-((3,4-difluorophenyl)sulfonamido)phenyl)-9H-purin-2-yl)cyclopropylcarboxamide